(4S)-4-(4-bromopyridin-2-yl)-4-[(2-methylpropane-2-sulfinyl)amino]butanamide BrC1=CC(=NC=C1)[C@H](CCC(=O)N)NS(=O)C(C)(C)C